dicyclopentyl-(3-methoxyphenyl)chloromethylpalladium C1(CCCC1)[Pd](CCl)(C1=CC(=CC=C1)OC)C1CCCC1